9-(3,3-dimethylbutoxy)-6-isopropyl-2-oxo-10-(thiazol-2-yl)-6,7-dihydro-2H-pyrido[2,1-a]isoquinoline-3-carboxylic acid CC(CCOC=1C=C2CC(N3C(C2=CC1C=1SC=CN1)=CC(C(=C3)C(=O)O)=O)C(C)C)(C)C